C1CC12COC(OC2)CN2N=NC(=C2)N(C)CC2=C(C=CC(=C2)Br)C 1-((5,7-dioxaspiro[2.5]oct-6-yl)methyl)-N-(5-bromo-2-methylbenzyl)-N-methyl-1H-1,2,3-triazol-4-amine